N-[5-(2,2-difluoro-1,3-benzodioxol-5-yl)thiazol-2-yl]-5-methyl-8-oxo-6,7-dihydroindolizine-5-carboxamide FC1(OC2=C(O1)C=CC(=C2)C2=CN=C(S2)NC(=O)C2(N1C=CC=C1C(CC2)=O)C)F